C(#N)C1=NN(C2=CC=C(C=C12)N1N=CC(=C1)C(=O)OC(C)C)C(C)C isopropyl 1-(3-cyano-1-isopropyl-1H-indazol-5-yl)-1H-pyrazole-4-carboxylate